C1(CC1)COC=1C=C(C=CC1OC)C(CN1C(=CC(C=C1C)=O)C)(C)O 1-(2-(3-(cyclopropylmethoxy)-4-methoxyphenyl)-2-hydroxypropyl)-2,6-dimethylpyridin-4(1H)-one